4-(2-Azidoacetyl)piperazine N(=[N+]=[N-])CC(=O)N1CCNCC1